C1(CCCCC1)[C@H](C)OC1=C(C(=O)NC2=C(C=CC=C2)F)C=C(C(=C1)N1N=C2N(CCCC2)C1=O)F 2-[(1S)-1-Cyclohexylethoxy]-5-fluoro-N-(2-fluorophenyl)-4-(3-oxo-5,6,7,8-tetrahydro[1,2,4]triazolo[4,3-a]pyridin-2(3H)-yl)benzamid